2-((1-(6-methyl-2-(2-methyl-7-(trifluoromethyl)-2H-indazol-5-yl)-4-oxo-4H-chromen-8-yl)ethyl)amino)benzoic acid CC=1C=C2C(C=C(OC2=C(C1)C(C)NC1=C(C(=O)O)C=CC=C1)C1=CC2=CN(N=C2C(=C1)C(F)(F)F)C)=O